(R)-6-(4-(3-(4-chloro-3-fluorophenyl)-1-((tetrahydrofuran-2-yl)methyl)-1H-pyrrolo[2,3-b]pyridine-6-carbonyl)-3,3-dimethylpiperazin-1-yl)-2,4-dimethylnicotinic acid ClC1=C(C=C(C=C1)C1=CN(C2=NC(=CC=C21)C(=O)N2C(CN(CC2)C2=NC(=C(C(=O)O)C(=C2)C)C)(C)C)C[C@@H]2OCCC2)F